2-hydroxy-4-(2-hydroxyethoxy)-2-methylphenylphenylketone OC1(C(C=CC(=C1)OCCO)C1=C(C=CC=C1)C(=O)C1=C(C=CC=C1)C1C(C=C(C=C1)OCCO)(O)C)C